C(CCC)(=O)O.C(CCC)(=O)O butyric acid (butyrate)